2-(2-(5-cyclopropyl-3-(2,6-dichlorophenyl)isoxazol-4-yl)-7-azaspiro[3.5]non-1-en-7-yl)quinoxaline-6-carboxylic acid C1(CC1)C1=C(C(=NO1)C1=C(C=CC=C1Cl)Cl)C1=CC2(C1)CCN(CC2)C2=NC1=CC=C(C=C1N=C2)C(=O)O